C(C)(C)(C)C=1C=NN(C1)C1=CC=C(C=C1)C(=O)N1CCN(CC1)C=1OC=2C(=NC(=CC2)C)N1 [4-(4-tert-butylpyrazol-1-yl)phenyl]-[4-(5-methyloxazolo[4,5-b]pyridin-2-yl)piperazin-1-yl]methanone